(E)-2-(2-(bromomethyl)-3-fluoroallyl)isoindolin-1,3-dione BrC\C(\CN1C(C2=CC=CC=C2C1=O)=O)=C\F